arachidonic acid anion C(CCC\C=C/C\C=C/C\C=C/C\C=C/CCCCC)(=O)[O-]